ClC=1C=NC=C(C1[C@@H](C)OC=1C=C2C(=NNC2=CC1)C=1C=CC2=C(COC3(CCN(CC3)S(=O)(=O)C)O2)C1)Cl 6-[5-[(1R)-1-(3,5-dichloro-4-pyridyl)ethoxy]-1H-indazol-3-yl]-1'-methyl-sulfonyl-spiro[4H-1,3-benzo-dioxine-2,4'-piperidine]